O=C1OC2=CC3=C(C(=C2C=C1)OCCCNC(OC1=CC=CC=C1)=O)C=CO3 phenyl (3-((7-oxo-7H-furo[3,2-g]chromen-4-yl)oxy)propyl)carbamate